6-[[4-(1,3-benzothiazol-2-ylamino)-5,6,7,8-tetrahydrophthalazin-1-yl]amino]pyridine-2-carboxylic acid ethyl ester C(C)OC(=O)C1=NC(=CC=C1)NC1=NN=C(C=2CCCCC12)NC=1SC2=C(N1)C=CC=C2